3-Aminopropylmethyl-dibutoxysilan NCCC[Si](OCCCC)(OCCCC)C